α,α'-bis(4-aminophenyl)-p-diisopropylbenzen NC1=CC=C(C=C1)C(C)(C)C1=CC=C(C=C1)C(C)(C)C1=CC=C(C=C1)N